4-Hydroxy-2-Oxovalerat OC(CC(C(=O)[O-])=O)C